2,6-bis(1,1-dimethylethyl)-4-(2-propen-1-yl)phenol CC(C)(C)C1=C(C(=CC(=C1)CC=C)C(C)(C)C)O